FC=1C=C(C(=O)N(C)OC)C=C(C1O)OC 3-fluoro-4-hydroxy-N,5-dimethoxy-N-methylbenzamide